CC(CCCC)=NO 2-hexanone-oxime